C(CCCCCCCCC\C=C/CCCC)O Z-11-hexadecen-1-ol